trans-4-(trans-4-hydroxymethylcyclohexyl)cyclohexyl-methanol OC[C@@H]1CC[C@H](CC1)[C@@H]1CC[C@H](CC1)CO